2,N-dicyclohexyl-2-[6-fluoro-2-(3-methyl-isoxazol-5-yl)-benzimidazol-1-yl]-acetamide C1(CCCCC1)C(C(=O)NC1CCCCC1)N1C(=NC2=C1C=C(C=C2)F)C2=CC(=NO2)C